O=C1N(N=CC2=CC(=CC=C12)N1CCC(CC1)CN1CCNCC1)C1C(NC(CC1)=O)=O 3-(1-oxo-6-(4-(piperazin-1-ylmethyl)piperidin-1-yl)phthalazin-2(1H)-yl)piperidin-2,6-Dione